4-(2-chloro-8-oxo-7,8-dihydro-9H-purin-9-yl)adamantane-1-carboxylic acid tert-butyl ester C(C)(C)(C)OC(=O)C12CC3C(C(CC(C1)C3)C2)N2C3=NC(=NC=C3NC2=O)Cl